5-ethyl-2-methoxy-N-(4-methoxy-6-(3-(piperazin-1-yl)phenyl)isoxazolo[5,4-b]pyridin-3-yl)benzenesulfonamide hydrochloride Cl.C(C)C=1C=CC(=C(C1)S(=O)(=O)NC1=NOC2=NC(=CC(=C21)OC)C2=CC(=CC=C2)N2CCNCC2)OC